4-(2-methoxy-4-{6-oxo-2H,4H,5H,6H,7H-pyrazolo[3,4-b]pyridin-4-yl}phenoxymethyl)-N-methyl-3-(trifluoromethyl)benzamide COC1=C(OCC2=C(C=C(C(=O)NC)C=C2)C(F)(F)F)C=CC(=C1)C1C=2C(NC(C1)=O)=NNC2